C1(=CC=CC=C1)S(=O)(=O)C=1N=NN2C1N=C(C1=C2C=CS1)N1CCC(CC1)C(=O)N 1-(3-(phenylsulfonyl)thieno[2,3-e][1,2,3]triazolo[1,5-a]pyrimidin-5-yl)piperidine-4-carboxamide